1-(2-phenylethyl-2H-indazol-4-yl)benzamide C1(=CC=CC=C1)CCN1N=C2C=CC=C(C2=C1)C1(C(=O)N)CC=CC=C1